ClC=1C(=CC(=C(C1)NC(=O)N1C2CCC1C(C=1C(=NC=CC12)F)=O)F)C(F)(F)F (±)-N-(5-chloro-2-fluoro-4-(trifluoromethyl)phenyl)-1-fluoro-9-oxo-6,7,8,9-tetrahydro-5H-5,8-epiminocyclohepta[c]pyridine-10-carboxamide